CN1N=CC(=C1)C=1N=C(C=2N(C1)N=CC2C#N)C=2C=NC(=CC2)N2CCN(CC2)C(=O)[C@@H]2CNC[C@H]2C2=CC=CC=C2 |r| 6-(1-methyl-1H-pyrazol-4-yl)-4-(6-(4-(trans-(±)-4-phenylpyrrolidine-3-carbonyl)piperazin-1-yl)pyridin-3-yl)pyrazolo[1,5-a]pyrazine-3-carbonitrile